ClC1=C(C(=CC=C1)F)N1C=2N(C3=C(C1=O)C=NC(=N3)NC3=CC=C(C=C3)N3C[C@@H](N([C@@H](C3)C)C(C)C)C)CCN2 6-(2-chloro-6-fluorophenyl)-2-((4-((3S,5R)-4-isopropyl-3,5-dimethylpiperazin-1-yl)phenyl)amino)-8,9-dihydroimidazo[1,2-a]pyrimido[5,4-e]pyrimidin-5(6H)-one